O[C@@H]1OCCC1 |r| (R)-(±)-hydroxytetrahydrofuran